N-(1-(4-chlorophenyl)-2,2,2-trifluoroethyl)-2-oxa-6-azaspiro[3.3]heptane-6-sulfonamide ClC1=CC=C(C=C1)C(C(F)(F)F)NS(=O)(=O)N1CC2(COC2)C1